Cl.Cl.CC1=CC=CC(=N1)C1=NC2=CC=C(C=C2C(N1)=O)OCCCC1=CC=NC=C1 2-(6-methyl-2-pyridinyl)-6-[3-(4-pyridinyl)propoxy]-3H-quinazolin-4-one dihydrochloride